Cl.CN1N=C2C(=CC=C(C2=C1)N1CCNCC1)C(=O)NC1=CC2=CN(N=C2C=C1)C 2-methyl-N-(2-methylindazol-5-yl)-4-(piperazin-1-yl)indazole-7-carboxamide hydrochloride